C(#N)[C@H](C[C@H]1C(NCC1)=O)NC(=O)[C@@H]1CCC2=CC=C(C(N12)=O)NCC(=O)O 2-[[(3S)-3-[[(1S)-1-cyano-2-[(3S)-2-oxopyrrolidin-3-yl]ethyl]carbamoyl]-5-oxo-2,3-dihydro-1H-indolizin-6-yl]amino]acetic acid